N1=C(C=CC=C1)OC=1C=C(CN2CC3(CC2)CCN(CC3)C(=O)N3N=C(C=C3)C(=O)O)C=CC1 1-(2-(3-(pyridin-2-yloxy)benzyl)-2,8-diazaspiro[4.5]decane-8-carbonyl)-1H-pyrazole-3-carboxylic acid